C(#N)C1=C(OC=2C=C3C(N(C=NC3=CC2)CCN2CCN(CC2)C(CN2CCC(CC2)C2=CC=C(C=C2)NC2C(NC(CC2)=O)=O)=O)=O)C(=CC=C1NS(N(C)CC)(=O)=O)F 6-[2-cyano-3-[[ethyl(methyl)sulfamoyl]amino]-6-fluoro-phenoxy]-3-[2-[4-[2-[4-[4-[(2,6-dioxo-3-piperidyl)amino]phenyl]-1-piperidyl]acetyl]piperazin-1-yl]ethyl]-4-oxo-quinazoline